C(C)(C)N1C(=NN=C1)C1=CC=CC(=N1)NC(=O)C1=NC2=C(N1)C=CC=C2 N-(6-(4-isopropyl-4H-1,2,4-triazol-3-yl)pyridin-2-yl)-1H-benzo[d]imidazole-2-carboxamide